6-[3-(9,10-diphenyl-2-anthryl)phenyl]-benzo[b]naphtho[1,2-d]furan C1(=CC=CC=C1)C=1C2=CC=CC=C2C(=C2C=CC(=CC12)C=1C=C(C=CC1)C1=CC=2C=CC=CC2C=2C3=C(OC21)C=CC=C3)C3=CC=CC=C3